6-[4-[acetyl-(isopropyl)amino]-3-chloro-phenyl]-N-(3-pyridylmethyl)pyridine-3-carboxamide C(C)(=O)N(C1=C(C=C(C=C1)C1=CC=C(C=N1)C(=O)NCC=1C=NC=CC1)Cl)C(C)C